phloroglucinol compound with 2-(2-hydroxypropyl)dihydrofuran tert-butyl-5-(4,4,5,5-tetramethyl-1,3,2-dioxaborolan-2-yl)-2,3,4,7-tetrahydro-1H-azepine-1-carboxylate C(C)(C)(C)OC(=O)N1CCCC(=CC1)B1OC(C(O1)(C)C)(C)C.OC(CC1OC=CC1)C.C1(O)=CC(O)=CC(O)=C1